CC1=C(C(=NC=C1)CC(OC(C)C)=O)C(=O)O 4-methyl-2-[2-oxo-2-(prop-2-yloxy)ethyl]pyridine-3-carboxylic acid